O=C1N(CC=2C3=C(C=CC12)C=CC(=C3)C3=CC(=CC=C3)NC(CC)=O)CC(C(=O)N)=C 2-[[3-oxo-8-[3-(propanoylamino)phenyl]-1H-benzo[e]isoindol-2-yl]methyl]prop-2-enamide